2-thiocyanatoethyl cinnamate C(C=CC1=CC=CC=C1)(=O)OCCSC#N